(rac)-1-(pyridin-4-yl)-1-(1-(2,2,2-trifluoroethyl)-1H-pyrazol-3-yl)propan-1-ol N1=CC=C(C=C1)[C@@](CC)(O)C1=NN(C=C1)CC(F)(F)F |r|